ethyl 5-(2-phenylpyrrolidin-1-yl)-1,2,4-oxadiazole-3-carboxylate C1(=CC=CC=C1)C1N(CCC1)C1=NC(=NO1)C(=O)OCC